bis[2-(2-hydroxyphenyl)-benzothiazol] zinc [Zn].OC1=C(C=CC=C1)C=1SC2=C(N1)C=CC=C2.OC2=C(C=CC=C2)C=2SC1=C(N2)C=CC=C1